C(C)C=1C(NC(N(C1)CC1=CC(=C(C=C1)F)C(=O)N1C[C@@H](N(CC1)CC)CF)=O)=O (R)-5-ethyl-1-(3-(4-ethyl-3-(fluoromethyl)piperazine-1-carbonyl)-4-fluorobenzyl)pyrimidine-2,4(1H,3H)-dione